CC=C[SiH3] methylvinylsilane